BrC1=C(C=CC=C1)C1C2=C(OC1)C=CC1=CC(=CC=C12)C(=O)N1CC2=CC(=C(C=C2CC1)OC)OC (1-(2-bromophenyl)-1,2-dihydronaphtho[2,1-b]furan-7-yl)(6,7-dimethoxy-3,4-dihydroisoquinolin-2(1H)-yl)methanone